C(C1=CC=CC=C1)P(OCC)(OC1=C(C(=CC(=C1)C(C)(CCCCCC)C)O)C1=C(C=CC(=C1)C)C(=C)C)=O ethyl (6-hydroxy-5'-methyl-4-(2-methyloctan-2-yl)-2'-(prop-1-en-2-yl)-[1,1'-biphenyl]-2-yl) benzylphosphonate